C1(CC1)OC1=C(C=NC(=C1)NC1=NC(=NC(=C1)NCC1=C(C=C(C=C1)OC)OC)C(F)F)C=1C=NN(C1)C[C@@H]1N(CC1)C(=O)OC(C)(C)C tert-butyl (R)-2-((4-(4-cyclopropoxy-6-((2-(difluoromethyl)-6-((2,4-dimethoxybenzyl)amino)pyrimidin-4-yl)amino)pyridin-3-yl)-1H-pyrazol-1-yl)methyl)azetidine-1-carboxylate